(R)-N-(5-(5-cyclopropyl-1,2,4-oxadiazol-3-yl)-2,3-dihydro-1H-inden-1-yl)-1-methylcyclopropane-1-carboxamide C1(CC1)C1=NC(=NO1)C=1C=C2CC[C@H](C2=CC1)NC(=O)C1(CC1)C